[(3R)-1-methyl-5-oxo-pyrrolidin-3-yl] (4-nitrophenyl) carbonate C(O[C@H]1CN(C(C1)=O)C)(OC1=CC=C(C=C1)[N+](=O)[O-])=O